3-(2-(6,7-dihydrothiazolo[5,4-c]pyridin-5(4H)-yl)-1,1-difluoro-2-oxoethyl)-4-fluoro-N-(4-fluoro-3-methylphenyl)benzamide N1=CSC=2CN(CCC21)C(C(F)(F)C=2C=C(C(=O)NC1=CC(=C(C=C1)F)C)C=CC2F)=O